C(C)(C)(C)C1=CC=2C(N=C1)=NN(C2)C=2C=C(C=CC2F)N2C(OC=C2C)C N-(3-{5-tert-butyl-2H-pyrazolo[3,4-b]pyridin-2-yl}-4-fluorophenyl)-2,4-dimethyl-1,3-oxazole